[Na+].[Na+].[Na+].C(CN(CC(=O)[O-])CC(=O)[O-])N(CC(=O)O)CC(=O)[O-] ethylenediaminetetraacetic acid trisodium salt